4-((2-(azetidin-1-ylmethyl)-6-fluorobenzyl)amino)-2,6-difluoro-3-methyl-N-(thiazol-4-yl)benzenesulfonamide N1(CCC1)CC1=C(CNC2=C(C(=C(C(=C2)F)S(=O)(=O)NC=2N=CSC2)F)C)C(=CC=C1)F